2'-(2,6-difluoro-3,5-dimethoxyphenyl)-6'-vinyl-1',2'-dihydro-3'H-spiro[cyclopropane-1,4'-[2,7]naphthyridine]-3'-one FC1=C(C(=C(C=C1OC)OC)F)N1CC2=CN=C(C=C2C2(C1=O)CC2)C=C